(E)-3-(benzo[d][1,3]dioxol-5-yl)-N-ethyl-N-(furan-2-ylmethyl)acrylamide O1COC2=C1C=CC(=C2)/C=C/C(=O)N(CC=2OC=CC2)CC